C(C)(C)[Si](C#CC1=CC=CC2=CC(=CC(=C12)B1OC(C(O1)(C)C)(C)C)OCOC)(C(C)C)C(C)C trisIsopropyl((6-(methoxymethoxy)-8-(4,4,5,5-tetramethyl-1,3,2-dioxaborolan-2-yl)naphthalene-1-yl)ethynyl)silane